N-[5-[4-(cyclopropylmethoxy)phenyl]-4-fluoro-2-[rac-(3R,5S)-3,4,5-trimethylpiperazin-1-yl]phenyl]-6-oxo-4-(trifluoromethyl)-1H-pyridine-3-carboxamide C1(CC1)COC1=CC=C(C=C1)C=1C(=CC(=C(C1)NC(=O)C1=CNC(C=C1C(F)(F)F)=O)N1C[C@H](N([C@H](C1)C)C)C)F |r|